C1(CCCCC1)C1=C(C=CC(=C1)NCC1=CC=C(C=C1)C(F)(F)F)NC([C@@H]([C@@H](CCCC)F)F)=O (2S,3R)-N-(2-cyclohexyl-4-((4-(trifluoromethyl)benzyl)amino)phenyl)-2,3-difluoroheptanamide